2-(3-(2-((R)-1-hydroxyethyl)imidazo[4,5-d]Pyrrolo[2,3-b]Pyridin-1(6H)-yl)pyrrolidin-1-yl)propionitrile O[C@H](C)C1=NC=2C(=C3C(=NC2)NC=C3)N1C1CN(CC1)C(C#N)C